O[C@@H]1C[C@@]2(C([C@H]3[C@H]4[C@@H]5CC[C@H]([C@@H](CC[C@@H](CC)C(C)C)C)[C@]5(CC[C@@H]4[C@]2(CC1)CO3)C)=O)O 3β,5a-Dihydroxy-7β,19-epoxy-stigmastan-6-on